4-phenoxy-N-[(1R,3S)-3-([1,2,4]triazolo[4,3-a]pyridin-3-yl)cyclohexyl]-5-(trifluoromethyl)pyrimidin-2-amine O(C1=CC=CC=C1)C1=NC(=NC=C1C(F)(F)F)N[C@H]1C[C@H](CCC1)C1=NN=C2N1C=CC=C2